(S)-methyl 2-(1-(3-(1H-1,2,3-triazol-1-yl)propanoyl)piperidin-3-yl)-7-bromo-1H-indole-5-carboxylate N1(N=NC=C1)CCC(=O)N1C[C@H](CCC1)C=1NC2=C(C=C(C=C2C1)C(=O)OC)Br